C(CCCCCCCCCCCCC)(=O)OCC(O)CO glyceryl mono-myristate